C(C)(C)(C)OC(=O)NC(C(C)=O)C 3-((tert-butyloxycarbonyl)amino)-2-oxobutan